O=C(CCCC)N[C@@H](CS)C(=O)O N-(1-oxopentyl)-L-cysteine